CN1C(CCC2=CC(=CC=C12)C=1C=C(C=NC1)C1(COC1)N[S@](=O)C(C)(C)C)=O (R)-2-Methyl-propane-2-sulfinic acid {3-[5-(1-methyl-2-oxo-1,2,3,4-tetrahydro-quinolin-6-yl)-pyridin-3-yl]-oxetan-3-yl}-amide